2,2-bis(4-(3-aminophenoxy)phenyl)propane NC=1C=C(OC2=CC=C(C=C2)C(C)(C)C2=CC=C(C=C2)OC2=CC(=CC=C2)N)C=CC1